1-ethynyl-4-(4-propylcyclohexyl)cyclohexane C(#C)C1CCC(CC1)C1CCC(CC1)CCC